((S)-1-(2-Chloro-6-fluorophenyl)ethoxy)-N-((R,E)-4-(methylsulfonyl)but-3-en-2-yl)pyrimidine-2-carboxamide ClC1=C(C(=CC=C1)F)[C@H](C)OC1=NC(=NC=C1)C(=O)N[C@H](C)\C=C\S(=O)(=O)C